C(CCC)C(CN)(CCCN)CC 2-Butyl-2-ethyl-1,5-diaminopentan